C1(CCCCC1)C=1C(=NN2C1NC(=C(C2=O)C=2C=C1C=CC=NC1=CC2)C)C2=CC=CC=C2 3-cyclohexyl-5-methyl-2-phenyl-6-(quinolin-6-yl)pyrazolo[1,5-a]pyrimidin-7(4H)-one